1-(2-fluoroethyl)piperidin-4-amine hydrochloride Cl.FCCN1CCC(CC1)N